3-[5-methyl-2-(4-morpholin-4-ylphenylamino)-pyrimidin-4-ylamino]-thiophene-2-carboxylic acid methyl ester COC(=O)C=1SC=CC1NC1=NC(=NC=C1C)NC1=CC=C(C=C1)N1CCOCC1